tert-butyl 3-((4-carbamoylbenzamido)methyl)azetidine-1-carboxylate C(N)(=O)C1=CC=C(C(=O)NCC2CN(C2)C(=O)OC(C)(C)C)C=C1